1-(4-chlorophenyl)-3-isobutyl-1H-pyrazolo[4,3-b]pyridine ClC1=CC=C(C=C1)N1N=C(C2=NC=CC=C21)CC(C)C